P(=O)(OC(CCCCCCCCCCC)CC(C)C)([O-])[O-] isobutyldodecyl phosphate